C(C)(C)(C)OC(=O)N1C[C@@H](N(CC1)CC1=CC(=C(C=C1)Cl)N1CCC(CC1)OC(C)C)C (S)-4-(4-chloro-3-(4-isopropoxypiperidin-1-yl)benzyl)-3-methylpiperazine-1-carboxylic acid tert-butyl ester